ClC1=C(C=C(C(=C1)F)C)C1=CC=CC=C1F chloro-4,6'-difluoro-5-methyl-[1,1'-biphenyl]